C(C)N1C=NC2=C1N=NC=C2C2=CC(=C(C=C2)F)C2=C(C=1N(C=C2)C(=NN1)C1CC(OCC1)C)OC 7-ethyl-4-(4-fluoro-3-(8-methoxy-3-(2-methyltetrahydro-2H-pyran-4-yl)-[1,2,4]triazolo[4,3-a]pyridine-7-yl)phenyl)-7H-imidazo[4,5-c]pyridazine